COC=1C=C(C=C(C1)C1=CC(=CC(=C1)C(=O)O)C(=O)O)C1=CC(=CC(=C1)C(=O)O)C(=O)O 5-(methoxy)-1,3-bis(3,5-dicarboxyphenyl)benzene